CC1=C(C(CCC1)(C)C)/C=C/C(=C/C=C/C(=C/C=C/C=C(\C)/C=C/C=C(/C)\C=C\C2=C(CCCC2(C)C)C)/C)/C 9-Cis-β-Carotene